N-{(2S,3R)-1-(cyclopropanecarbonyl)-4,4-difluoro-2-[(2,2',5'-trifluoro[1,1'-biphenyl]-3-yl)methyl]pyrrolidin-3-yl}ethanesulfonamide C1(CC1)C(=O)N1[C@H]([C@H](C(C1)(F)F)NS(=O)(=O)CC)CC=1C(=C(C=CC1)C1=C(C=CC(=C1)F)F)F